1-[(2-Fluoro-4-isopropyl-phenyl)methyl]-4-(2-methoxy-2-oxo-ethyl)piperidine-4-carboxylic acid ethyl ester C(C)OC(=O)C1(CCN(CC1)CC1=C(C=C(C=C1)C(C)C)F)CC(=O)OC